FC1=C(C=CC=C1F)[C@H]1N(CCC1)C=1C(=NC=CN1)C(=O)N[C@H](C)\C=C\S(=O)(=O)C ((S)-2-(2,3-Difluorophenyl)pyrrolidin-1-yl)-N-((R,E)-4-(methylsulfonyl)but-3-en-2-yl)pyrazine-2-carboxamide